(4-bromoisoquinolin-1-yl)methylamine BrC1=CN=C(C2=CC=CC=C12)CN